C1(CC1)CN1[C@H]2[C@@]3(CCC([C@H]4[C@]3(CC1)C1=C(O4)C(=CC=C1C2)OC)=O)O (4R,4aS,7aR,12bS)-3-(cyclopropylmethyl)-4a-hydroxy-9-methoxy-2,3,4,4a,5,6-hexahydro-1H-4,12-methanobenzofuro[3,2-e]isoquinolin-7(7aH)-one